ClC1=C(C=CC=C1)[C@@H](C)OC(=O)NC=1C(=NOC1C1=CC=C(C=N1)NC(=O)C1C(C1C(=O)O)(F)F)C 3-((6-(4-((((R)-1-(2-chlorophenyl)ethoxy)carbonyl)amino)-3-methylisoxazol-5-yl)pyridin-3-yl)carbamoyl)-2,2-difluorocyclopropane-1-carboxylic acid